5-[(1S)-1-aminoethyl]-1-(5-chloropyrimidin-2-yl)-N,N-dimethyl-1,2,4-triazol-3-amine-hydrochloride Cl.N[C@@H](C)C1=NC(=NN1C1=NC=C(C=N1)Cl)N(C)C